FC1=CC=C(C=C1)C(C)NC(=O)C1=NC(=NC2=CC=CC=C12)C N-(1-(4-fluorophenyl)ethyl)-2-methyl-quinazoline-4-carboxamide